C#CCCCC(C)OC(CCCCl)=O.C1(CCCC1)C1=CC(=C2C=NC(=NN21)N[C@H]2C(CN(CC2)S(=O)(=O)C)=O)F (R)-4-((7-cyclopentyl-5-fluoropyrrolo[2,1-f][1,2,4]triazin-2-yl)amino)-1-(methylsulfonyl)piperidin-3-one 6-hept-1-ynyl-4-chlorobutyrate